7-bromo-3-chloro-9,9-dimethyl-9H-dibenzo[b,d]silole BrC=1C=C2C(=C3C(=[SiH]2)C=C(C=C3)Cl)C(C1)(C)C